3-(cyclohexylmethoxy)benzaldehyde C1(CCCCC1)COC=1C=C(C=O)C=CC1